C1(CC1)N(C(=O)[C@H]1CN(CCC1)C=1C=C(OC(C(=O)OC(C)(C)C)(C)C)C=CC1)CC1=CC=C(C=C1)C=1SC=CC1 tert-Butyl (R)-2-(3-(3-(cyclopropyl(4-(thiophen-2-yl)benzyl)carbamoyl)piperidin-1-yl)phenoxy)-2-methylpropanoate